7-(cyclopent-1-en-1-yl)-1-(2,6-difluoro-4-(S-methylsulfonimidoyl)benzyl)-6-methoxy-3-methyl-1,3-dihydro-2H-imidazo[4,5-c]pyridin-2-one C1(=CCCC1)C=1C2=C(C=NC1OC)N(C(N2CC2=C(C=C(C=C2F)S(=O)(=N)C)F)=O)C